2-([1,4]Dioxan-2-ylmethoxy)-9-(2-pyridin-2-yl-ethyl)-6,7-dihydro-pyrimido[6,1-a]isoquinolin-4-one O1C(COCC1)COC1=NC(N2C(C3=CC=C(C=C3CC2)CCC2=NC=CC=C2)=C1)=O